Tribenzylcyclopentadienyl-zirconium C(C1=CC=CC=C1)[Zr](C1C=CC=C1)(CC1=CC=CC=C1)CC1=CC=CC=C1